(S)-1-oxo-1-(pent-3-yloxy)-3-phenylpropane O=C(CCC1=CC=CC=C1)OC(CC)CC